6-amino-2-ethoxynaphthalene NC=1C=C2C=CC(=CC2=CC1)OCC